C(#N)C=1C=C2C(=CC=NC2=CC1)NCCC=1C=C2C=CC(=CC2=CC1)C(=O)N(CCCNC(OC(C)(C)C)=O)C tert-butyl N-[3-[[6-[2-[(6-cyano-4-quinolyl)amino]ethyl]naphthalene-2-carbonyl]-methyl-amino]propyl]carbamate